(R)-1-(3-(1,1-difluoro-2-methoxyethyl)-2-methyl-5-nitrophenyl)ethan-1-amine hydrochloride Cl.FC(COC)(F)C=1C(=C(C=C(C1)[N+](=O)[O-])[C@@H](C)N)C